3-(6-(pyridin-3-yl)-2H-indazol-2-yl)piperidine-1-carboxylic acid tert-butyl ester C(C)(C)(C)OC(=O)N1CC(CCC1)N1N=C2C=C(C=CC2=C1)C=1C=NC=CC1